CC1=CC(=NN1C1=NC(=CC=C1C(C(F)(F)F)O)N1C=NC2=C1C=CC(=C2)NC=2N=NC(=CC2)C)C#N 5-methyl-1-[6-[5-[(6-methylpyridazin-3-yl)amino]benzimidazol-1-yl]-3-(2,2,2-trifluoro-1-hydroxy-ethyl)-2-pyridyl]pyrazole-3-carbonitrile